2-(((tert-butyl-dimethylsilyl)-oxy)methyl)morpholine [Si](C)(C)(C(C)(C)C)OCC1CNCCO1